1,4-DIMETHYLPIPERIDINE-4-CARBALDEHYDE CN1CCC(CC1)(C=O)C